N-(4-bromo-3-fluorobenzylidene)-2-methylpropane-2-sulfinamide BrC1=C(C=C(C=NS(=O)C(C)(C)C)C=C1)F